O1C(OCC1)C=1C=C(C=CC1)C1(CN(C1)C(=O)OCC1=CC=CC=C1)F benzyl 3-(3-(1,3-dioxolan-2-yl) phenyl)-3-fluoroazetidine-1-carboxylate